Cl.Cl.ClC=1C=CC=C2C(=CN(C12)CCC[C@H]1NCCC[C@@H]1O)C(=O)OC methyl 7-chloro-1-(3-((2R,3S)-3-hydroxypiperidin-2-yl) propyl)-1H-indole-3-carboxylate dihydrochloride